5-Fluoro-3-methyl-1-(tetrahydro-2H-pyran-2-yl)-1H-indazol-4-amine FC1=C(C=2C(=NN(C2C=C1)C1OCCCC1)C)N